3-(benzo[d][1,3]dioxan-5-yl)-N'-(4-fluorophenyl)propionyl-hydrazine O1COCC2=C1C=CC=C2C(CC(=O)NN)C2=CC=C(C=C2)F